C1C(CC12CCNCC2)OC2=CC(=C(C(=C2)F)C=2C(=NC=1N(C2N[C@H](C(F)(F)F)C)N=CN1)Cl)F (S)-6-(4-((7-azaspiro[3.5]nonan-2-yl)oxy)-2,6-difluorophenyl)-5-chloro-N-(1,1,1-trifluoropropan-2-yl)-[1,2,4]triazolo[1,5-a]pyrimidin-7-amine